C(C)OC1=CC=C(C=C1)N(S(=O)(=O)C1=C(SC=C1)C(=O)NC1=CC(=CC=C1)S(=O)(=O)C)C 3-(N-(4-ethoxyphenyl)-N-methylsulfamoyl)-N-(3-(methylsulfonyl)phenyl)thiophene-2-carboxamide